tert-Butyl N-[(12R)-6-benzyloxy-12-methyl-6,15-bis(trifluoromethyl)-13,19-dioxa-3,4,18-triazatricyclo[12.3.1.12,5]nonadeca-1(18),2,4,9,14,16-hexaen-17-yl]carbamate C(C1=CC=CC=C1)OC1(C2=NN=C(C=3C(=CC(=C(O[C@@H](CC=CCC1)C)N3)C(F)(F)F)NC(OC(C)(C)C)=O)O2)C(F)(F)F